1-(3-cyano-6-methyl-4-(trifluoromethyl)pyridin-2-yl)-N,2-dimethyl-N-(m-tolyl)pyrrolidine-2-carboxamide C(#N)C=1C(=NC(=CC1C(F)(F)F)C)N1C(CCC1)(C(=O)N(C=1C=C(C=CC1)C)C)C